phenylbis(phenylthio)methane C1(=CC=CC=C1)C(SC1=CC=CC=C1)SC1=CC=CC=C1